BrC(=C)S(=O)(=O)C 1-bromo-1-methylsulfonyl-ethylene